5-acetamido-2-(acetoxymethyl)-6-aminotetrahydro-2H-pyran C(C)(=O)NC1CCC(OC1N)COC(C)=O